COC(\C=C\CC[C@@H](C(=O)NC=1C(N(C=CC1)CC(=O)NC1C2CC3CC(CC1C3)C2)=O)NC(=O)C2=NN(C=N2)C)=O (S,E)-Methyl-7-(1-(2-(2-adamantylamino)-2-oxoethyl)-2-oxo-1,2-dihydropyridin-3-ylamino)-6-(1-methyl-1H-1,2,4-triazol-3-carboxamido)-7-oxohept-2-enoat